((S)-(5-chloropyridin-2-yl)(cyclobutyl)methyl)-2-((S)-2,6-dioxopiperidin-3-yl)-1-oxoisoindoline-5-carboxamide ClC=1C=CC(=NC1)[C@@H](C1CCC1)C1N(C(C2=CC=C(C=C12)C(=O)N)=O)[C@@H]1C(NC(CC1)=O)=O